5,7-dichloro-2-(trifluoromethyl)pyrazolo[1,5-a]pyrimidine ClC1=NC=2N(C(=C1)Cl)N=C(C2)C(F)(F)F